6-(difluoromethoxy)-5-fluoro-N-{[4-(trifluoromethyl)pyridin-3-yl]methyl}pyridine-3-carboxamide FC(OC1=C(C=C(C=N1)C(=O)NCC=1C=NC=CC1C(F)(F)F)F)F